ClC1=C(C(=CC=C1)F)\C=[NH+]\C1=CC=CC=C1 (E)-1-(2-chloro-6-fluorophenyl)-N-phenylmethaniminium